BrC1=CC(=CC2=C1SC(=C2)C=2SC(=C(N2)C)C(=O)OCC)OC(C)C Ethyl 2-(7-bromo-5-isopropoxybenzo[b]thiophen-2-yl)-4-methylthiazole-5-carboxylate